3-(4-(3-(1-methyl-1H-indazol-6-yl)-1,4-dihydro-thieno[2',3':4,5]cyclopenta[1,2-c]pyrazol-6-yl)benzyl)oxazolidin-2-one CN1N=CC2=CC=C(C=C12)C=1C2=C(NN1)C1=C(C2)SC(=C1)C1=CC=C(CN2C(OCC2)=O)C=C1